O1C(=CC=C1)C(=O)C=1C(NC2=CC=CC=C2C1)=O 3-(2-furoyl)quinolinone